4,5-epoxycyclohexane C1CCC2C(C1)O2